(3-hydroxy-1H-pyrazolyl)-3-acetyl-2,3-dihydro-1H-benzazepine OC1=NN(C=C1)N1CC(C=CC2=C1C=CC=C2)C(C)=O